2-((12-(dimethyl(phenyl)silyl)dodec-11-yn-1-yl)oxy)ethyl hydrogen ((((R)-1-(6-amino-9H-purin-9-yl)propan-2-yl)oxy)methyl)phosphonate NC1=C2N=CN(C2=NC=N1)C[C@@H](C)OCP(OCCOCCCCCCCCCCC#C[Si](C1=CC=CC=C1)(C)C)(O)=O